2,5-dihydroxy-3,6-dibromobenzoquinone OC=1C(C(=C(C(C1Br)=O)O)Br)=O